N-hydroxy-2-morpholinoacetamide ONC(CN1CCOCC1)=O